C1OCC12CN(C2)C2=NC=C(C=N2)OC2=C(C=C(C=C2)NC(=O)C2(CC(C2)OC)C(=O)N)C ((4-((2-(2-oxa-6-azaspiro[3.3]heptan-6-yl)pyrimidin-5-yl)oxy)-3-methylphenyl)carbamoyl)-3-methoxycyclobutanecarboxamide